5-(2-methylpyrimidin-5-yl)indazole-3-carboxamide CC1=NC=C(C=N1)C=1C=C2C(=NNC2=CC1)C(=O)N